FC=1C=C2C(=NC1)CN(C2)C(=O)NC2=CC=C(C=C2)C=2CCN(CC2)C(C(C)(C)NC(OC(C)(C)C)=O)=O tert-butyl (1-(4-(4-(3-fluoro-6,7-dihydro-5H-pyrrolo[3,4-b]pyridine-6-carboxamido)phenyl)-3,6-dihydropyridin-1(2H)-yl)-2-methyl-1-oxopropan-2-yl)carbamate